N-(3-((Dimethylamino)methyl)phenyl)-3-(((7-(pyridin-4-yl)-2,3-dihydrofuro[3,2-c]pyridin-4-yl)amino)methyl)benzamid CN(C)CC=1C=C(C=CC1)NC(C1=CC(=CC=C1)CNC1=NC=C(C2=C1CCO2)C2=CC=NC=C2)=O